CC1=CC2=C(C3=CC=CC=C3C(=C2C=C1)OC(=O)C1=C(C2C(CC1C2)C)C(=O)O)OC(=O)C2=C(C1C(CC2C1)C)C(=O)O 2-methyl-9,10-bis[2-carboxy(3,6-methano-4-methyl-cyclohexenyl)]carbonyloxy-anthracene